1,2-dihexoyl-sn-glycero-3-phosphorylcholine C(CCCCC)(=O)OC[C@@H](OC(CCCCC)=O)COP(=O)(O)OCC[N+](C)(C)C